N-{[(1r,4r)-4-(5-chloro-2H-pyrazolo[3,4-c]pyridin-2-yl)cyclohexyl]methyl}-2,3,5-trifluoro-4-[(4-methoxyphenyl)methoxy]benzamide ClC1=CC=2C(C=N1)=NN(C2)C2CCC(CC2)CNC(C2=C(C(=C(C(=C2)F)OCC2=CC=C(C=C2)OC)F)F)=O